((1s,3s)-3-Hydroxy-3-methylcyclobutyl)(7-((6-(trifluoromethyl)pyridin-2-yl)oxy)-2-azaspiro[3.5]nonan-2-yl)methanon OC1(CC(C1)C(=O)N1CC2(C1)CCC(CC2)OC2=NC(=CC=C2)C(F)(F)F)C